C1=CC=CC=2C3=CC=CC=C3C(C12)COC=O methanoic acid-9H-fluoren-9-ylmethyl ester